C(#N)CCC1=CC=CC=2N=C(OC21)C2=C1C=C(N=CC1=C(N=C2)NC)C2(CC2)C(=O)N (5-(7-(2-cyanoethyl)benzo[d]oxazol-2-yl)-8-(methylamino)-2,7-naphthyridin-3-yl)cyclopropanecarboxamide